C1(CCC1)C(=O)C1=CC=C(C=C1)F cyclobutyl-(4-fluorophenyl)methanone